5-[2-(4-methylpiperazin-1-yl)pyrimidin-5-yl]-1H-pyrrolo[2,3-b]pyridine CN1CCN(CC1)C1=NC=C(C=N1)C=1C=C2C(=NC1)NC=C2